cyclopropyl-methyl-amine C1(CC1)NC